8,8-difluoro-2-azaspiro[4.5]decane hydrochloride Cl.FC1(CCC2(CCNC2)CC1)F